butyl-amine (E)-5-bromo-2-hydroxy-3-((1-hydroxy-2-methylpropyl-imino)meth-yl)phenyl-nicotinate BrC=1C=C(C(=C(C1)OC(C1=CN=CC=C1)=O)O)/C=N/C(C(C)C)O.C(CCC)N